O=C1NC(CCC1C1=C(C=C(C=C1F)N1CCN(CC1)C1CCC2(CCN(CC2)C(=O)OC(C)(C)C)CC1)F)=O tert-butyl (9-(4-[4-(2,6-dioxopiperidin-3-yl)-3,5-difluorophenyl]piperazin-1-yl)-3-azaspiro[5.5]undecan-3-yl)formate